ClC=1C=C2C(N(CN(C2=CC1)C1=C(C=C(C=C1)F)C(C)C)C=1C(=NC(=CC1)OC)CC)=O 6-chloro-3-(2-ethyl-6-methoxypyridin-3-yl)-1-(4-fluoro-2-isopropylphenyl)-2,3-dihydroquinazolin-4(1H)-one